The molecule is a phenanthroline that consists of 1,10-phenanthroline bearing two methyl groups at position 2 and 9 as well as two 4-sulfophenyl groups at positions 4 and 7. It has a role as a chelator. It is a member of phenanthrolines and an arenesulfonic acid. It derives from a hydride of a 1,10-phenanthroline. CC1=CC(=C2C=CC3=C(C=C(N=C3C2=N1)C)C4=CC=C(C=C4)S(=O)(=O)O)C5=CC=C(C=C5)S(=O)(=O)O